N-{(1S)-1-cyano-2-[(3S)-2-oxopyrrolidin-3-yl]ethyl}-N2-[(1-ethyl-4-methyl-1H-pyrazol-5-yl)carbonyl]-L-leucinamide C(#N)[C@H](C[C@H]1C(NCC1)=O)NC([C@@H](NC(=O)C1=C(C=NN1CC)C)CC(C)C)=O